CC1(CCOCC1)C(=O)N[C@@H](CCO[C@@H]1C[C@H](C1)CCC1=NC=2NCCCC2C=C1)C(=O)O N-(4-methyltetrahydro-2H-pyran-4-carbonyl)-O-(trans-3-(2-(5,6,7,8-tetrahydro-1,8-naphthyridin-2-yl)ethyl)cyclobutyl)homoserine